4-(trifluoromethoxy)hydrocinnamic acid FC(OC1=CC=C(CCC(=O)O)C=C1)(F)F